ClC1=CC(=NC=C1)[C@H]1C[C@H](C1)NC(OC(C)(C)C)=O tert-butyl ((cis)-3-(4-chloropyridin-2-yl)cyclobutyl)carbamate